heptasilox-ane [SiH3]O[SiH2]O[SiH2]O[SiH2]O[SiH2]O[SiH2]O[SiH3]